N1C(=NC2=C1C=CC=C2)N2N=C(C(=C2O)CCC2=CC=C(C=C2)CCCOCC(=O)OC)C2CCNCC2 methyl 2-[3-(4-{2-[1-(1H-1,3-benzodiazol-2-yl)-5-hydroxy-3-(piperidin-4-yl)-1H-pyrazol-4-yl]ethyl}phenyl)propoxy]acetate